OC=1C=CC=C2C=CC(=CC12)C(C)O 8-hydroxy-2-(1-hydroxyethyl)naphthalene